N-(2-chloro-4-(trifluoromethyl)phenyl)-1-(4-(4-(4-(piperazin-1-ylmethyl)piperidin-1-yl)phenyl)-1H-pyrazol-1-yl)cyclobutane-1-carboxamide ClC1=C(C=CC(=C1)C(F)(F)F)NC(=O)C1(CCC1)N1N=CC(=C1)C1=CC=C(C=C1)N1CCC(CC1)CN1CCNCC1